3-(p-toluenesulfonyl)butyric acid CC1=CC=C(C=C1)S(=O)(=O)C(CC(=O)O)C